N,N'-bis[3-(dibenzofuran-4-yl)phenyl]-N,N'-diphenyl-pyrene-1,6-diamine C1=CC=C(C=2OC3=C(C21)C=CC=C3)C=3C=C(C=CC3)N(C3=CC=C2C=CC=1C(=CC=C4C=CC3=C2C14)N(C1=CC=CC=C1)C1=CC(=CC=C1)C1=CC=CC4=C1OC1=C4C=CC=C1)C1=CC=CC=C1